[4-(3-methylphenyl)thiazol-2-yl]-3-methyl-1H-pyrazol-5-ol CC=1C=C(C=CC1)C=1N=C(SC1)N1N=C(C=C1O)C